6-chloro-2-((4-fluorobenzyl)thio)benzo[d]oxazole ClC1=CC2=C(N=C(O2)SCC2=CC=C(C=C2)F)C=C1